niobium-manganese-vanadium-gallium [Ga].[V].[Mn].[Nb]